C(C1=CC=CC=C1)N(C1=CC(=NO1)C1CCN(CC1)C(=O)C1=CC(=C(C=C1)C(F)(F)F)C)C (4-(5-(benzyl(methyl)amino)isoxazol-3-yl)piperidin-1-yl)(3-methyl-4-(trifluoromethyl)phenyl)methanone